FC1=C(C=CC(=C1)F)S(=O)(=O)N1C2CNC(C1)CC2 2-((2,4-difluorophenyl)sulfonyl)-2,5-diazabicyclo[2.2.2]octane